N(=C=O)CC1SCC(SC1)CN=C=O (2,5-bis(isocyanatomethyl))1,4-dithiane